(S)-4-(5-(5-fluoro-2-methoxypyridin-4-yl)-1H-pyrazole-3-carbonyl)-N-((1-(trifluoromethyl)-2-oxabicyclo[2.1.1]hexan-4-yl)methyl)-4-azaspiro[2.5]octane-7-carboxamide FC=1C(=CC(=NC1)OC)C1=CC(=NN1)C(=O)N1C2(CC2)C[C@H](CC1)C(=O)NCC12COC(C1)(C2)C(F)(F)F